ortho-fluorobenzotrichloride FC1=C(C=CC=C1)C(Cl)(Cl)Cl